N-(azetidin-3-yl)-3-fluoro-5-((2-fluoro-4-((trimethylsilyl)ethynyl)phenyl)amino)isonicotinamide N1CC(C1)NC(C1=C(C=NC=C1NC1=C(C=C(C=C1)C#C[Si](C)(C)C)F)F)=O